N'-((E)-benzylidene)-4-((Z)-1,4,4,4-tetrafluoro-3-(3,4,5-trichlorophenyl)but-1-en-1-yl)-2-(trifluoromethyl)benzoyl-hydrazine C(/C1=CC=CC=C1)=N\NC(C1=C(C=C(C=C1)/C(=C/C(C(F)(F)F)C1=CC(=C(C(=C1)Cl)Cl)Cl)/F)C(F)(F)F)=O